N-(5-fluoro-2-hydroxy-pyrimidin-4-yl)benzamide FC=1C(=NC(=NC1)O)NC(C1=CC=CC=C1)=O